C(C)(C)(C)SC=C(C1=CC=CC=C1)C1=CC=CC=C1 tert-butyl(2,2-diphenylvinyl)sulfane